(1S,3S)-3-((6-(5-chloro-3-(((propylcarbamoyl)oxy)methyl)thiophen-2-yl)-2-methylpyridine-3-yl)oxy)cyclohexane-1-carboxylate ClC1=CC(=C(S1)C1=CC=C(C(=N1)C)O[C@@H]1C[C@H](CCC1)C(=O)[O-])COC(NCCC)=O